FC=1C=C(C(=O)OC)C=C(C1O)C=O Methyl 3-fluoro-5-formyl-4-hydroxybenzoate